(R)-N-((2-(6-(4-hydroxy-3,3-dimethylpyrrolidin-1-yl)pyridin-2-yl)-1,6-naphthyridin-7-yl)methyl)-4-methyl-3-(methylsulfonyl)benzamide O[C@@H]1C(CN(C1)C1=CC=CC(=N1)C1=NC2=CC(=NC=C2C=C1)CNC(C1=CC(=C(C=C1)C)S(=O)(=O)C)=O)(C)C